FC=1C=C2C=NN(C2=CC1O)C1=CC=C(C=C1)C1=CC=C(C=C1)OC 5-Fluoro-1-(4'-methoxy-[1,1'-biphenyl]-4-yl)-1H-indazol-6-ol